diethylaminoethyl (S)-3-(benzoylaminomethyl)-5-methylhexanoate C(C1=CC=CC=C1)(=O)NC[C@H](CC(=O)OCCN(CC)CC)CC(C)C